diphenylmethylene(1-methyl-3-t-butyl-cyclopentadienyl)(2,7-di-t-butyl-fluorenyl)zirconium dichloride [Cl-].[Cl-].C1(=CC=CC=C1)C(C1=CC=CC=C1)=[Zr+2](C1=C(C=CC=2C3=CC=C(C=C3CC12)C(C)(C)C)C(C)(C)C)C1(C=C(C=C1)C(C)(C)C)C